C(CCC)N1C(C=2C=3C=4C(C(N(C(C4C=CC3C1=O)=O)CCCP(O)(O)=O)=O)=CC2)=O (3-(7-butyl-1,3,6,8-tetraoxo-3,6,7,8-tetrahydrobenzo[lmn][3,8]phenanthroline-2(1H)-yl)propyl)phosphonic acid